Ethyl 2-(2-chloro-4-((2,5-dioxo-3-(4-(trifluoromethyl)phenyl)-imidazolin-1-yl)methyl)-6-fluorophenoxy)-2-methylpropionate ClC1=C(OC(C(=O)OCC)(C)C)C(=CC(=C1)CN1C(N(CC1=O)C1=CC=C(C=C1)C(F)(F)F)=O)F